C[C@@H]1O[C@@H](CN(C1)C1=CC(=CC(=N1)C1=NC2=CC(=NC=C2C=C1)CNC(C1=CC(=CC=C1)CS(=O)(=O)C)=O)F)C N-((2-(6-((cis)-2,6-dimethylmorpholino)-4-fluoropyridin-2-yl)-1,6-naphthyridin-7-yl)methyl)-3-((methylsulfonyl)methyl)benzamide